FC(C1=NN(C=C1)C1CCN(CC1)CC1CCC2(CCN(CC2)C(C2=CC(=C(C=C2)C)N2C(NC(CC2)=O)=O)=O)CC1)F 3-(difluoromethyl)-1-(1-((3-(3-(2,4-dioxotetrahydropyrimidin-1(2H)-yl)-4-methylbenzoyl)-3-azaspiro[5.5]undec-9-yl)methyl)piperidin-4-yl)-1H-pyrazole